FC(C(=O)O)(F)F.FC1=C(C=CC(=C1)N1CC2(C1)CNC2)N2C(NC(CC2)=O)=O 1-(2-fluoro-4-(2,6-diazaspiro[3.3]heptan-2-yl)phenyl)dihydropyrimidine-2,4(1H,3H)-dione trifluoroacetate salt